platinic sulphate S(=O)(=O)([O-])[O-].[Pt+4].S(=O)(=O)([O-])[O-]